C(CCC)(=O)O 3-trans-butyric acid